bismaleimidodi(3-methylphenyl)methane ethyl-2-(5-chloro-3-fluoro-2-pyridyl)-2-[5-(trifluoromethyl)-2-[4-(trifluoromethyl)phenyl]pyrazol-3-yl]acetate C(C)OC(C(C=1N(N=C(C1)C(F)(F)F)C1=CC=C(C=C1)C(F)(F)F)C1=NC=C(C=C1F)Cl)=O.C1(C=CC(N1C(C1=CC(=CC=C1)C)(C1=CC(=CC=C1)C)N1C(C=CC1=O)=O)=O)=O